dodecyl-di(aminoethyl)glycine HCl Cl.C(CCCCCCCCCCC)C(N(CCN)CCN)C(=O)O